3-chloro-2-(2,3-difluoro-6-(5-fluoro-1-methyl-1H-imidazol-4-yl)phenyl)imidazo[1,2-a]pyridine-7-carboxylic acid ClC1=C(N=C2N1C=CC(=C2)C(=O)O)C2=C(C(=CC=C2C=2N=CN(C2F)C)F)F